C(C)N1C(C2=CC=C(C=C2C(=C1)N(C=1SC(=C(N1)C1=CC=C(C=C1)F)C#N)C)N1C2CN(C(C1)C2)C(C)C)=O 2-((2-ethyl-6-(5-isopropyl-2,5-diazabicyclo[2.2.1]hept-2-yl)-1-oxo-1,2-dihydroisoquinolin-4-yl)(methyl)amino)-4-(4-fluorophenyl)thiazole-5-carbonitrile